P([O-])(=O)N Phosphonamidat